ClC1=C(C(=CC=C1)Cl)NC(C1=C(C=C(C(=C1)F)N1N=C2COCCCN2C1=O)O[C@H](C(F)(F)F)C)=O N-(2,6-dichlorophenyl)-5-fluoro-4-(3-oxo-6,7-dihydro-3H,5H-[1,2,4]triazolo[3,4-c][1,4]oxazepin-2(9H)-yl)-2-{[(2S)-1,1,1-trifluoropropan-2-yl]oxy}benzamide